CC1=CCCC(C1)(C)C 1,5,5-trimethyl-cyclohex-1-ene